(22S,23S)-3β-bromo-5α,22,23-trihydroxystigmastan-6-one Br[C@@H]1C[C@@]2(C(C[C@H]3[C@@H]4CC[C@H]([C@@H]([C@@H]([C@H]([C@@H](CC)C(C)C)O)O)C)[C@]4(CC[C@@H]3[C@]2(CC1)C)C)=O)O